(R)-5-(5-(2-(2,5-difluorophenyl)pyrrolidin-1-yl)pyrazolo[1,5-a]pyrimidin-3-yl)-2-(dimethylphosphoryl)benzonitrile FC1=C(C=C(C=C1)F)[C@@H]1N(CCC1)C1=NC=2N(C=C1)N=CC2C=2C=CC(=C(C#N)C2)P(=O)(C)C